C1=CC=C2C3=C(C=4C=C5C(=C6C=CC1=C2C64)C=CC=C5)C=CC=C3 dibenzo(a,e)pyrene